ethyl 3,5-dimethyl-1-(2-trimethylsilylethoxymethyl)pyrazole-4-carboxylate CC1=NN(C(=C1C(=O)OCC)C)COCC[Si](C)(C)C